C(C=C)(=O)OC1C(C=CC=C1)(OC)OC 2,2-dimethoxyphenyl acrylate